P-(4-(5-(chlorodifluoromethyl)-1,2,4-oxadiazol-3-yl)phenyl)-N-(2,4-dichlorophenyl)-P-methylphosphinic amide ClC(C1=NC(=NO1)C1=CC=C(C=C1)P(NC1=C(C=C(C=C1)Cl)Cl)(=O)C)(F)F